C(CCC)N(CCO)CCCC 2-(di-n-butylamino)ethanol